[3-[[5-[(E)-2-cyclopentylvinyl]-4-methyl-thiazol-2-yl]amino]-3-oxo-propyl]-3-(5-methyl-1,2,4-oxadiazol-3-yl)benzamide C1(CCCC1)/C=C/C1=C(N=C(S1)NC(CCC1=C(C(=O)N)C=CC=C1C1=NOC(=N1)C)=O)C